N1CC(C1)CN1N=CC(=C1)NC1=C(N=NC(=C1)C1=C(C=CC=C1F)F)C(=O)N 4-((1-(azetidin-3-ylmethyl)-1H-pyrazol-4-yl)amino)-6-(2,6-difluorophenyl)pyridazine-3-carboxamide